ClC=1C=C2C(C(=CN(C2=CC1N1[C@H](CCC1)COC1=NC=CC2=C1C=CN2)C=2C=NC(=CC2)N2CC(C2)N(C)C)C(=O)O)=O 6-Chloro-1-[6-[3-(dimethyl-amino)azetidin-1-yl]pyridin-3-yl]-4-oxo-7-[(2R)-2-([1H-pyrrolo[3,2-c]pyridin-4-yloxy]methyl)pyrrolidin-1-yl]quinoline-3-carboxylic acid